8-((6-chloropyridin-3-yl)methyl)-3-(2,4-difluorophenyl)-2-thioxo-2,8-dihydropyrido[2,3-d]pyrimidin-4(3H)-one ClC1=CC=C(C=N1)CN1C=CC=C2C1=NC(N(C2=O)C2=C(C=C(C=C2)F)F)=S